diphenylalanine dicarbamate C(N)(O)=O.C(N)(O)=O.N[C@@H](C(C1=CC=CC=C1)C1=CC=CC=C1)C(=O)O